2-[(2,4-dimethoxyphenyl)methylamino]-8-[4-[2-(dimethylamino)ethoxy]phenyl]-6-(5-methyl-3,4-dihydro-2H-quinoxalin-1-yl)pyrido[2,3-d]pyrimidin-7-one COC1=C(C=CC(=C1)OC)CNC=1N=CC2=C(N1)N(C(C(=C2)N2CCNC1=C(C=CC=C21)C)=O)C2=CC=C(C=C2)OCCN(C)C